N-[4-fluoro-2-(4-methylpiperazin-1-yl)-5-(2-methylpyrimidin-5-yl)phenyl]-6-oxo-4-(trifluoromethyl)-1H-pyridine-3-carboxamide FC1=CC(=C(C=C1C=1C=NC(=NC1)C)NC(=O)C1=CNC(C=C1C(F)(F)F)=O)N1CCN(CC1)C